CC1(CC2(CCC13OCCO3)N3C(COC2)=NC=C3)C 2',2'-dimethyl-6H,8H-dispiro[imidazo[2,1-c][1,4]oxazine-5,4'-cyclohexane-1',2''-[1,3]dioxolane]